N1=C(C=CC=C1C1=C(C=CC(=C1)C(C)C)C=1C(=C(C=C(C1)C)C12C[C@]3(C[C@](CC(C1)C3)(C2)C)C)O)C2=C(C=CC(=C2)C(C)C)C=2C(=C(C=C(C2)C)C23C[C@]1(C[C@](CC(C2)C1)(C3)C)C)O 2',2'''-(pyridine-2,6-diyl)bis(3-((1r,3R,5S,7r)-3,5-dimethyladamantan-1-yl)-4'-isopropyl-5-methyl-[1,1'-biphenyl]-2-ol)